CN(CC(=O)N1CCC(CC1)C=1C=C2C(=C(NC2=CC1)C=1C=C(C=2N(C1)C=CN2)C)C(C)C)C 2-(dimethylamino)-1-(4-(3-isopropyl-2-(8-methylimidazo[1,2-a]pyridin-6-yl)-1H-indol-5-yl)piperidin-1-yl)ethan-1-one